2-formyl-5-furancarboxylic acid C(=O)C=1OC(=CC1)C(=O)O